OC(COC1=NN(C(=C1C)NC(=O)N[C@@H]1CN(C[C@H]1C1=CC(=C(C(=C1)F)F)F)CCOC)C1=CC=CC=C1)(C)C 1-(3-(2-hydroxy-2-methylpropoxy)-4-methyl-1-phenyl-1H-pyrazol-5-yl)-3-((3S,4R)-1-(2-methoxyethyl)-4-(3,4,5-trifluorophenyl)pyrrolidin-3-yl)urea